2-methyl-6-(3-methyl-4-(((tetrahydro-2H-pyran-2-yl)oxy)methyl)isoxazol-5-yl)pyridin-3-ol CC1=NC(=CC=C1O)C1=C(C(=NO1)C)COC1OCCCC1